2-(3,4-difluorophenyl)-5-(1H-pyrrolo[2,3-b]pyridin-4-yl)-1-{[2-(trimethylsilyl)ethoxy]methyl}-1H-pyrrole-3-carboxamide FC=1C=C(C=CC1F)C=1N(C(=CC1C(=O)N)C1=C2C(=NC=C1)NC=C2)COCC[Si](C)(C)C